COS(=O)(=O)O.C(C=C)N1CN(C=C1)C (1-allyl-3-methylimidazole) methyl-sulfate salt